1-(4-bromo-2,6-difluoro-phenyl)-3-methyl-1H-imidazo[1,2-a]imidazol-2-one BrC1=CC(=C(C(=C1)F)N1C=2N(C(C1=O)C)C=CN2)F